C(C1=CC=CC=C1)N(C(C)=O)C1CCC(CC1)C[C@H]1N([C@H](CC1)[C@H](O)C1=CC(=CC=C1)F)C(=O)OC(C)(C)C tert-butyl (2S,5R)-2-(((1s,4R)-4-(N-benzylacetamido)cyclohexyl)methyl)-5-((R)-(3-fluorophenyl)(hydroxy)-methyl)pyrrolidine-1-carboxylate